(R)-1-tert-butyl 2-methyl 4-((S)-5-(benzyloxy)-3,3-dimethyl-5-oxo-4-((phenoxycarbonyl)amino)pentyl)piperazine-1,2-dicarboxylate C(C1=CC=CC=C1)OC([C@H](C(CCN1C[C@@H](N(CC1)C(=O)OC(C)(C)C)C(=O)OC)(C)C)NC(=O)OC1=CC=CC=C1)=O